C1=CC=CC2=NC3=CC=CC=C3C(=C12)C=1C=CC=2NC3=CC=CC=C3C2C1 3-(9-acridinyl)-carbazole